(S)-5-{[(S)-5-{bis[2-({2-[(α-L-fucopyranosyl)oxy]ethyl}amino)-2-oxoethyl]amino}-6-({2-[(α-L-fucopyranosyl)oxy]ethyl}amino)-6-oxohexyl]amino}-5-oxo-4-tridecanamidopentanoic acid [C@@H]1([C@@H](O)[C@H](O)[C@H](O)[C@@H](O1)C)OCCNC(CN([C@@H](CCCCNC([C@H](CCC(=O)O)NC(CCCCCCCCCCCC)=O)=O)C(=O)NCCO[C@H]1[C@@H](O)[C@H](O)[C@H](O)[C@@H](O1)C)CC(NCCO[C@H]1[C@@H](O)[C@H](O)[C@H](O)[C@@H](O1)C)=O)=O